(R)-2-fluoro-4-(8-(3-(methoxymethyl)-4-methylpiperazin-1-yl)-7,10-dimethyl-5-oxo-1,3,4,5-tetrahydro-2H-chromeno[3,4-c]pyridine-3-carbonyl)-5-methyl-N-(pyrrolidin-1-ylsulfonyl)benzamide FC1=C(C(=O)NS(=O)(=O)N2CCCC2)C=C(C(=C1)C(=O)N1CC2=C(CC1)C=1C(=CC(=C(C1OC2=O)C)N2C[C@@H](N(CC2)C)COC)C)C